BrC=1C=C(C=CC1)NC(=S)N (3-bromophenyl)-thiourea